O1C(CCC1)OC(C)OC(=O)C1C2C=CC(C1)C2=O 5-(1-(tetrahydrofuran-2-yloxy)ethoxycarbonyl)-7-oxo-bicyclo[2.2.1]Hept-2-ene